4-hydroxy-2-methyl-6-(methylamino)quinazoline-7-carboxylic acid methyl ester COC(=O)C1=C(C=C2C(=NC(=NC2=C1)C)O)NC